(S)-N-(3-Ethyl-1-(4-(2-methoxyethoxy)-6-(tetrahydrofuran-3-yl)pyridin-2-yl)-1H-pyrazolo[4,3-c]pyridin-6-yl)acetamide C(C)C1=NN(C2=C1C=NC(=C2)NC(C)=O)C2=NC(=CC(=C2)OCCOC)[C@H]2COCC2